S1C(=CC=C1)C=1OCCN1 2-(thiophen-2-yl)-4,5-dihydrooxazole